The molecule is a 1-monolysocardiolipin in which the remaining phosphatidyl acyl groups at positions 1, 2 and 2' are specified as linoleoyl. It derives from a linoleic acid. It is a conjugate acid of a 1,2,2'-trilinoleoyl-1'-monolysocardiolipin(2-). CCCCC/C=C\\C/C=C\\CCCCCCCC(=O)OC[C@H](COP(=O)(O)OCC(COP(=O)(O)OC[C@@H](CO)OC(=O)CCCCCCC/C=C\\C/C=C\\CCCCC)O)OC(=O)CCCCCCC/C=C\\C/C=C\\CCCCC